5-((3-Bromophenyl)amino)-2-methylimidazo[1,2-c]quinazoline-8-carboxylic acid BrC=1C=C(C=CC1)NC1=NC=2C=C(C=CC2C=2N1C=C(N2)C)C(=O)O